tetraiso-propoxytitanium C(C)(C)O[Ti](OC(C)C)(OC(C)C)OC(C)C